CC1=C(C#N)C=CC=C1F 2-methyl-3-fluorobenzonitrile